F[C@H]1COC2=C(C=CC=C2[C@@]1(CO)N[S@](=O)C(C)(C)C)F (R)-N-((3R,4S)-3,8-difluoro-4-(hydroxymethyl)chroman-4-yl)-2-methylpropane-2-sulfinamide